N-((2-methyl-[1,1'-biphenyl]-4-yl)methoxy)acetylcarbamic acid ethyl ester C(C)OC(NC(COCC1=CC(=C(C=C1)C1=CC=CC=C1)C)=O)=O